ClC1=CC2=C(S1)C1(CC(NC(C1)C)C#C)OCC2 2-chloro-2'-ethynyl-6'-methyl-spiro[4,5-dihydrothieno[2,3-c]pyran-7,4'-piperidine]